ClC=1SC=C(N1)CN1C=CC=C2C1=NC(N(C2=O)C(C)CCC)=O 8-((2-chlorothiazol-yl)methyl)-3-(pentan-2-yl)pyrido[2,3-d]pyrimidine-2,4(3H,8H)-dione